tert-butyl N-[2-[(2,5-dimethylpyrazol-3-yl)methyl-methyl-amino]ethyl]-N-methyl-carbamate CN1N=C(C=C1CN(CCN(C(OC(C)(C)C)=O)C)C)C